(2S,4S)-4-{3-bromo-5-[(tert-butoxycarbonyl)(methyl)amino]-4-cyanopyrazol-1-yl}-2-(fluoromethyl)pyrrolidine-1-carboxylic acid tert-butyl ester C(C)(C)(C)OC(=O)N1[C@@H](C[C@@H](C1)N1N=C(C(=C1N(C)C(=O)OC(C)(C)C)C#N)Br)CF